4'-ethylbiphenylboronic acid C(C)C1=CC=C(C=C1)C=1C(=CC=CC1)B(O)O